β-ureidoethyl thiocarbamate C(N)(OCCNC(=O)N)=S